ClC1=C(C=CC=C1\C=C(\C1=NC=C(C(=C1)OC)C=O)/F)OS(=O)(=O)C(F)(F)F (Z)-2-chloro-3-(2-fluoro-2-(5-formyl-4-methoxypyridin-2-yl)vinyl)phenyl-triflic acid